[W]=O.[Ni] Nickel-Tungsten-Oxide